(2S)-2-((E)-3-(2-Chloro-4-fluorophenyl)acrylamido)-N-(4-(cyclopropylamino)-3,4-dioxo-1-((S)-2-oxopyrrolidin-3-yl)butan-2-yl)-4,4-dimethylpentanamid ClC1=C(C=CC(=C1)F)/C=C/C(=O)N[C@H](C(=O)NC(C[C@H]1C(NCC1)=O)C(C(=O)NC1CC1)=O)CC(C)(C)C